C(C1=CC=CC=C1)OC1=CC=C(C=N1)N1CC=2N(CC1)C(=NN2)C2(CCCCC2)N 7-(6-benzyloxy-3-pyridyl)-6,8-dihydro-5H-[1,2,4]triazolo[4,3-a]pyrazin-3-yl-cyclohexanamine